mono-N-acetyl-cystine C(C)(=O)N[C@@H](CSSC[C@@H](C(=O)O)N)C(=O)O